C(C=C\C=C/C=C\C=C\C=C/CCCCCCCCC)(=O)O 5Z,8E,11Z,14E,17E-eicosapentaenoic acid